C/C(=C\Cl)/Cl trans-1,2-dichloropropene